C[C@]1(CNCCC1)O (S)-3-methyl-piperidin-3-ol